C(C)(C)(C)C=1C=C(C=C(C1)C(C)(C)C)[C@H]1[C@@H](C1(Br)Br)C1=CC(=CC(=C1)C(C)(C)C)C(C)(C)C trans-1,2-bis(3,5-di-tert-butylphenyl)-3,3-dibromocyclopropane